t-butylcyclopropanecarboxylic acid C(C)(C)(C)C1(CC1)C(=O)O